(1R,4s)-4-(8-(4-cyano-2,6-difluorophenylamino)-2-((3S,4S)-3-fluorotetrahydro-2H-pyran-4-ylamino)-9H-purin-9-yl)cyclohexanecarboxamide C(#N)C1=CC(=C(C(=C1)F)NC=1N(C2=NC(=NC=C2N1)N[C@@H]1[C@@H](COCC1)F)C1CCC(CC1)C(=O)N)F